NC1=NC=CC(=C1)OC1=C(C=C(C=C1)NC1=NC=CC=C1C(=O)NC1=CC=C(C=C1)F)F 2-[(4-[(2-aminopyridin-4-yl)oxy]-3-fluorophenyl)amino]-N-(4-fluorophenyl)pyridine-3-carboxamide